C(=C)N(C(C)=O)CC N-vinyl-N-ethyl-acetamide